CN1C(C=C(C(=C1)C1=CC=CC=C1)C1=CC=CC=C1)=O 1-methyl-4,5-diphenyl-2(1H)-pyridone